tert-Butyl (3R)-3-[4-(3-cyano-4-[[(1R)-1-(pyridin-2-yl)ethyl]amino]pyrazolo[1,5-a]pyridin-6-yl)-5-methylpyrazol-1-yl]pyrrolidine-1-carboxylate C(#N)C=1C=NN2C1C(=CC(=C2)C=2C=NN(C2C)[C@H]2CN(CC2)C(=O)OC(C)(C)C)N[C@H](C)C2=NC=CC=C2